ClC(=C1[C@@H]2CC[C@H]1C1=C(C=CC=C21)NC(=O)C=2C(=NN(C2)C)C(F)F)Cl N-[(1R,4S)-9-(Dichloromethylen)-1,2,3,4-tetrahydro-1,4-methanonaphthalen-5-yl]-3-(difluoromethyl)-1-methyl-1H-pyrazol-4-carboxamid